ClC1=NC=2CCCC(C2C=C1)=O chloro-7,8-dihydro-6H-quinolin-5-one